2,2-dimethylpropyl 1-{3-[(6-{[6-(5-chloro-2-fluorophenyl)-3-(hydroxymethyl)pyridazin-4-yl]amino}pyrimidin-4-yl)carbamoyl]cyclobutyl}piperidine-4-carboxylate ClC=1C=CC(=C(C1)C1=CC(=C(N=N1)CO)NC1=CC(=NC=N1)NC(=O)C1CC(C1)N1CCC(CC1)C(=O)OCC(C)(C)C)F